7-iodobenzo[d][1,3]dioxol-4-amine IC1=CC=C(C2=C1OCO2)N